N,N,N',N'-tetramethyl-4,4'-diaminodiphenylmethane CN(C)C1=CC=C(C=C1)CC2=CC=C(C=C2)N(C)C